3-(phenylmethyloxy)-5-bromopyridine C1(=CC=CC=C1)COC=1C=NC=C(C1)Br